7-[[1-(2-hydroxyethyl)pyrazol-4-yl]amino]-1-methyl-3-(1-prop-2-enoyl-3,4-dihydro-2H-quinolin-4-yl)pyrimido[4,5-d]pyrimidine-2,4-dione OCCN1N=CC(=C1)NC1=NC=C2C(=N1)N(C(N(C2=O)C2CCN(C1=CC=CC=C21)C(C=C)=O)=O)C